C(C1=CC=CC=C1)OC(=O)N1CCC2=CC(=C(C=C12)OCC1=CC=CC=C1)OCC1=CC=CC=C1 1-benzyloxycarbonyl-5,6-dibenzyloxylindoline